CC(CCN1C[C@@H]2OC=3C=C(N=C(NS(C4=CC=CC(NC([C@H](C1)C2)=O)=C4)(=O)=O)N3)C3=C(C=CC=C3C)C)(C)C (3R,7S)-5-(3,3-dimethylbutyl)-19-(2,6-dimethylphenyl)-2-oxa-15λ6-thia-5,9,16,18,21-pentaazatetracyclo[15.3.1.13,7.110,14]tricosa-1(21),10(22),11,13,17,19-hexaene-8,15,15-trione